C1(=CC=CC=C1)S(=O)(=O)C=1N=CSC1 4-(benzenesulfonyl)thiazole